CN(C)[SiH2]N(C)C bis(methyl-methylamino)silane